N-[7-benzyloxy-5-fluoro-6-(1,1,4-trioxo-1,2,5-thiadiazolidin-2-yl)-2-naphthyl]-3-[4-[[[2-(2,6-dioxo-3-piperidyl)-1-oxo-isoindolin-5-yl]amino]methyl]pyrazol-1-yl]propanamide C(C1=CC=CC=C1)OC1=C(C(=C2C=CC(=CC2=C1)NC(CCN1N=CC(=C1)CNC=1C=C2CN(C(C2=CC1)=O)C1C(NC(CC1)=O)=O)=O)F)N1S(NC(C1)=O)(=O)=O